4-(5-chloro-2-(difluoromethoxy)phenyl)-2,5-dimethoxy-1,2-dihydropyridine ClC=1C=CC(=C(C1)C1=CC(NC=C1OC)OC)OC(F)F